FC1=C(C(=CC=C1)C)N1CCC(CC1)N1C(N(C=2C(C1)=CN(N2)C=C(C)C)CC2=C(C=CC=C2)C(F)(F)F)=O 5-[1-(2-Fluoro-6-methyl-phenyl)-piperidin-4-yl]-2-(2-methyl-propenyl)-7-(2-trifluoromethyl-benzyl)-2,4,5,7-tetrahydro-pyrazolo[3,4-d]pyrimidin-6-on